N-(3-chlorophenyl)-N-[[4-[5-(difluoromethyl)-1,3,4-oxadiazol-2-yl]-2-fluoro-phenyl]methyl]thiomorpholine-4-sulfonamide ClC=1C=C(C=CC1)N(S(=O)(=O)N1CCSCC1)CC1=C(C=C(C=C1)C=1OC(=NN1)C(F)F)F